FC=1C=C(C=CC1OC1=CC=CC=C1)C1=NC=C2N1C(=NC=C2)N(CC2=CC=C(C=C2)OC)CC2=CC=C(C=C2)OC 3-(3-fluoro-4-phenoxyphenyl)-N,N-bis(4-methoxybenzyl)imidazo[1,5-c]pyrimidin-5-amine